FC1(OC2=C(O1)C=C(C=C2C=2CCCN(CC2)C(=O)OC(C)(C)C)NC2=NC(=CC(=N2)C)NC)F tert-butyl 5-[2,2-difluoro-6-[[4-methyl-6-(methylamino)pyrimidin-2-yl]amino]-1,3-benzodioxol-4-yl]-2,3,4,7-tetrahydroazepine-1-carboxylate